1-[(4-chlorophenyl)sulfonyl]piperidin ClC1=CC=C(C=C1)S(=O)(=O)N1CCCCC1